tert-butyl (3S,4R)-3-fluoro-4-hydroxypyrrolidine-1-carboxylate F[C@H]1CN(C[C@H]1O)C(=O)OC(C)(C)C